3-(2-(cyclopropylmethoxy)-6-(trifluoromethyl)pyridin-3-yl)-N-(2-oxo-2,3-dihydro-1H-benzo[d]imidazol-4-yl)propaneimine C1(CC1)COC1=NC(=CC=C1CCC=NC1=CC=CC=2NC(NC21)=O)C(F)(F)F